Ethyl 4-benzyloxy-2-[2-(3,4-difluoro-2-methoxy-phenoxy)-5-fluoro-4-(trifluoromethyl)phenyl]-6-methyl-5-(methylsulfonimidoyl)pyridine-3-carboxylate C(C1=CC=CC=C1)OC1=C(C(=NC(=C1S(=O)(=N)C)C)C1=C(C=C(C(=C1)F)C(F)(F)F)OC1=C(C(=C(C=C1)F)F)OC)C(=O)OCC